C1(CC1)C1=CC=C(C=N1)N 6-cyclopropyl-3-aminopyridine